tert-butyl 8-(trifluoromethoxy)-2,3,4,5-tetrahydro-1H-pyrido[3,2-b]indole-1-carboxylate FC(OC1=CC=2C3=C(NC2C=C1)CCCN3C(=O)OC(C)(C)C)(F)F